(S)-N-((S)-1-(3-chloro-8-methoxyisoquinolin-5-yl)propyl)-2-methylpropan-2-sulfinamide ClC=1N=CC2=C(C=CC(=C2C1)[C@H](CC)N[S@@](=O)C(C)(C)C)OC